4-(3,6-dichloropyridin-4-yl)-cis-2,6-dimethylmorpholine ClC=1C=NC(=CC1N1C[C@H](O[C@H](C1)C)C)Cl